N1(CCOCC1)CC(=O)N1CCN(CC1)C1=NN=C(C2=CC=CC=C12)C1=CC=CC=C1 2-(morpholin-4-yl)-1-[4-(4-phenylphthalazin-1-yl)piperazin-1-yl]ethan-1-one